COCCCN methyl-(3-aminopropyl)ether